(2S)-2-[4-chloro-2-(4-butoxy-4,5-dihydroisoxazol-3-yl)phenoxy]propionic acid tert-butyl ester C(C)(C)(C)OC([C@H](C)OC1=C(C=C(C=C1)Cl)C1=NOCC1OCCCC)=O